4,4'-bis(methyl-ethylamino)benzophenone CN(C1=CC=C(C(=O)C2=CC=C(C=C2)N(CC)C)C=C1)CC